tert-butyl (R)-3-((S)-1-(tert-butoxy)-3-(3-fluoro-5-(4,4,5,5-tetramethyl-1,3,2-dioxaborolan-2-yl)phenyl)-1-oxopropane-2-yl)pyrrolidine-1-carboxylate C(C)(C)(C)OC([C@@H](CC1=CC(=CC(=C1)B1OC(C(O1)(C)C)(C)C)F)[C@@H]1CN(CC1)C(=O)OC(C)(C)C)=O